4-[(1R)-1-carboxy-2-methoxyethyl]-1-methylpiperazine-1-ium (2R,3R)-3-carboxy-2,3-dihydroxypropionate hydrate O.C(=O)(O)[C@@H]([C@H](C(=O)[O-])O)O.C(=O)(O)[C@@H](COC)N1CC[NH+](CC1)C